(2R,3S)-1-(2-fluoro-6-methylbenzoyl)-2-(4-(3-hydroxy-3-methylbutyl)phenyl)-N-(4-methyl-3-(trifluoromethyl)phenyl)-1,2,3,4-tetrahydroquinoline-3-carboxamide FC1=C(C(=O)N2[C@H]([C@H](CC3=CC=CC=C23)C(=O)NC2=CC(=C(C=C2)C)C(F)(F)F)C2=CC=C(C=C2)CCC(C)(C)O)C(=CC=C1)C